S(=O)(=O)(ON1C(CC1=O)(C)C)O 2,2-dimethyl-4-oxoazetidin-1-yl hydrogen sulfate